FC(C1=CC=C(C(=O)OC=2CC[C@]3(CCN([C@H]3C2)C)C2=CC(=C(C=C2)OC)OC)C=C1)(F)F [(3aS,7aS)-3a-(3,4-dimethoxyphenyl)-1-methyl-3,4,5,7a-tetrahydro-2H-indol-6-yl] 4-(trifluoromethyl)benzoate